4-[[2-(5-chloro-2-hydroxy-phenyl)acetyl]amino]-N-(4-fluoro-1-bicyclo[2.1.1]hexyl)pyridine-2-carboxamide ClC=1C=CC(=C(C1)CC(=O)NC1=CC(=NC=C1)C(=O)NC12CCC(C1)(C2)F)O